(2R,4aR,9aR)-7-((E)-3-hydroxy-4-(3-methylbut-2-en-1-yl)-5-(prop-2-yn-1-yloxy)styryl)-1,1,4a-trimethyl-5-(prop-2-yn-1-yloxy)-2,3,4,4a,9,9a-hexahydro-1H-xanthen-2-ol OC=1C=C(/C=C/C2=CC(=C3O[C@@]4(CC[C@H](C([C@H]4CC3=C2)(C)C)O)C)OCC#C)C=C(C1CC=C(C)C)OCC#C